CC1=CC=C(C(=N1)C1=NC(=CC=C1)C)C=1C=CC=2N(C1)C(=CN2)C#N 6-(6,6'-Dimethyl-[2,2'-bipyridin]-3-yl)imidazo[1,2-a]pyridin-3-carbonitril